F\C(=C/C1=CC=C(C(=C1N1CC2(CCC1)CCN(CC2)CC(C)(O)C)C(F)(F)F)OC2=NC=CC=C2)\C=2N=C(SC2)C2=CN=NC=C2 (Z)-1-(2-(6-(2-fluoro-2-(2-(pyridazin-4-yl)thiazol-4-yl)vinyl)-3-(pyridin-2-yloxy)-2-(trifluoromethyl)phenyl)-2,9-diazaspiro[5.5]undecan-9-yl)-2-methylpropan-2-ol